BrCC1=C(C(=O)OC)C=CC(=C1)N(C(C1=CC=C(C=C1)Cl)=O)CC(F)(F)F methyl 2-(bromomethyl)-4-(4-chloro-N-(2,2,2-trifluoroethyl)benzamido)benzoate